2-benzoyl-6,7-dihydroquinolin-8-one C(C1=CC=CC=C1)(=O)C1=NC=2C(CCCC2C=C1)=O